8-(4-(morpholinylmethyl)phenyl)-6-fluoro-3,4-dihydrobenzo[e][1,2,3]oxathiazine 2,2-Dioxide N1(CCOCC1)CC1=CC=C(C=C1)C1=CC(=CC=2CNS(OC21)(=O)=O)F